N1C=C(C=2C1=NC=CC2)C2CN(CCC2)C(=O)[O-] 3-{1H-pyrrolo[2,3-b]pyridin-3-yl}piperidine-1-carboxylate